BrC1=CC=C(C(=N1)C(=O)N1[C@H](CCC(C1)(F)F)CNC(OC(C)(C)C)=O)C tert-butyl (R)-((1-(6-bromo-3-methylpyridine-2-carbonyl)-5,5-difluoropiperidin-2-yl)methyl)carbamate